(3-((4-(2-Azidopropan-2-yl)-6-chloro-2,7-naphthyridin-1-yl)oxy)azetidin-1-yl)(3,3-difluoroazetidin-1-yl)methanone N(=[N+]=[N-])C(C)(C)C1=CN=C(C2=CN=C(C=C12)Cl)OC1CN(C1)C(=O)N1CC(C1)(F)F